(Oxobis(methylene))Bis(tributyltin) O(C[Sn](CCCC)(CCCC)CCCC)C[Sn](CCCC)(CCCC)CCCC